tert-butyl 7-chloro-5-methoxy-2-methyl-3,4-dihydro-1,8-naphthyridine-1(2H)-carboxylate ClC1=CC(=C2CCC(N(C2=N1)C(=O)OC(C)(C)C)C)OC